CN(CC)CC1OCC(C2=C1SC=C2)C2=CC=CC=C2 methyl-N-ethyl-1-(4-phenyl-4,7-dihydro-5H-thieno[2,3-c]pyran-7-yl)methylamine